C(C1=CC=CC=C1)(=O)N1CCC(CC1)CCCCNC(=O)NCC1=CN=CO1 1-(4-(1-benzoylpiperidin-4-yl)butyl)-3-(oxazol-5-ylmethyl)urea